BrC1=CC=C2C(NN=C(C2=C1C)CC=1C=CC(=C(C#N)C1)F)=O 5-((7-bromo-8-methyl-4-oxo-3,4-dihydrophthalazin-1-yl)methyl)-2-fluorobenzonitrile